C1(=CC=CC=C1)CCCC(=C(F)F)Br 2-phenylethyl-bromodifluoropropene